4-((1-(4-(2-(2-Aminopyridin-3-yl)-5,6-dimethyl-3H-imidazo[4,5-b]pyridin-3-yl)benzyl)piperidin-4-yl)amino)pyrimidine-2-carbonitrile NC1=NC=CC=C1C1=NC=2C(=NC(=C(C2)C)C)N1C1=CC=C(CN2CCC(CC2)NC2=NC(=NC=C2)C#N)C=C1